N[C@H]1C[C@H](CCC1)C(=O)NC1=NC=C(C(=C1)C1=CC2=C(N=C3N2C(CC3)(C)C)C(=C1)F)Cl (1S,3R)-3-amino-N-(5-chloro-4-(5-fluoro-1,1-dimethyl-2,3-dihydro-1H-benzo[d]pyrrolo[1,2-a]imidazol-7-yl)pyridin-2-yl)cyclohexane-1-carboxamide